2-(2-(2-(4-((6-(ethoxymethyl)-9,9-dimethyl-9,10-dihydroacridin-2-yl)methyl)piperazin-1-yl)ethoxy)ethoxy)ethan-1-ol C(C)OCC=1C=C2NC=3C=CC(=CC3C(C2=CC1)(C)C)CN1CCN(CC1)CCOCCOCCO